1-(trans-4-((5-cyanopyridin-2-yl)amino)cyclohexyl)-3-(2-fluorobenzyl)-1-(4-(1-methyl-1H-pyrazol-4-yl)phenyl)urea C(#N)C=1C=CC(=NC1)N[C@@H]1CC[C@H](CC1)N(C(=O)NCC1=C(C=CC=C1)F)C1=CC=C(C=C1)C=1C=NN(C1)C